C[C@H]1NC(C2=C(C=3C=4C=CC(=NC4C=CC3S2)C2=C(N=NC(=C2)C=C)C)NC1)=O (R)-10-methyl-3-(3-methyl-6-vinylpyridazin-4-yl)-9,10,11,12-tetrahydro-8H-[1,4]diazepino[5',6':4,5]thieno[3,2-f]quinolin-8-one